C1(=CC=CC2=CC=CC=C12)C(C([2H])([2H])[2H])N1CCC(CC1)N(S(=O)(=O)C)CC(=O)NCC(NCC#C)=O 2-(N-(1-(1-(naphthalen-1-yl)ethyl-2,2,2-d3)piperidin-4-yl)methylsulfonamido)-N-(2-oxo-2-(prop-2-yn-1-ylamino)ethyl)acetamide